2-(4-((1R,5S)-3,8-diazabicyclo[3.2.1]octan-3-yl)-2-(((S)-1-methylpyrrolidin-2-yl)methoxy)quinazolin-7-yl)-4-chlorophenol [C@H]12CN(C[C@H](CC1)N2)C2=NC(=NC1=CC(=CC=C21)C2=C(C=CC(=C2)Cl)O)OC[C@H]2N(CCC2)C